(R)-2-(5-(5-(trifluoromethyl)-1,3,4-oxadiazol-2-yl)-1,4,5,6-tetrahydropyrrolo[3,4-d]imidazol-4-yl)benzo[d]oxazole FC(C1=NN=C(O1)N1CC=2NC=NC2[C@@H]1C=1OC2=C(N1)C=CC=C2)(F)F